CCCCCCCCCCCCC[C@@H](CC(=O)SCCNC(=O)CCNC(=O)[C@@H](C(C)(C)COP(=O)([O-])OP(=O)([O-])OC[C@@H]1[C@H]([C@H]([C@@H](O1)N2C=NC3=C(N=CN=C32)N)O)OP(=O)([O-])[O-])O)O The molecule is an acyl-CoA oxoanion arising from deprotonation of the phosphate and diphosphate OH groups of (S)-3-hydroxypalmitoyl-CoA; principal microspecies at pH 7.3. It is a conjugate base of a (S)-3-hydroxypalmitoyl-CoA.